FC(C(=O)O)(F)F.FC=1C=C(C(=O)NCC2CCC(CC2)N2N=C3C=NC(=CC3=C2)C=2C=NC(=NC2)OC)C=C(C1O)F 3,5-difluoro-4-hydroxy-N-({(1r,4r)-4-[5-(2-methoxypyrimidin-5-yl)-2H-pyrazolo[3,4-c]pyridin-2-yl]cyclohexyl}methyl)benzamide, trifluoroacetate salt